(piperidin-4-ylmethyl)-2-((tetrahydrofuran-3-yl)methoxy)imidazo[2,1-f][1,2,4]triazin-4-amine N1CCC(CC1)CC=1N=C2C(=NC(=NN2C1)OCC1COCC1)N